C(C#C)N1C(C=NC2=CC=CC=C12)=O 1-(prop-2-ynyl)quinoxaline-2(1H)-one